3-(4-bromophenyl)-6-(2,6-dimethylphenyl)-4-(2-hydroxyphenyl)-1-mesityl-5,6-dihydro-1H-pyrrolo[3,4-b]pyridine-2,7-dione BrC1=CC=C(C=C1)C1=C(C2=C(N(C1=O)C1=C(C=C(C=C1C)C)C)C(N(C2)C2=C(C=CC=C2C)C)=O)C2=C(C=CC=C2)O